methyl 3-(2-{[(tert-butoxycarbonyl)amino]methyl}-6-chloropyridin-3-yl)-2-cyclopropylpropanoate C(C)(C)(C)OC(=O)NCC1=NC(=CC=C1CC(C(=O)OC)C1CC1)Cl